COC1=CC=C2C(=N1)CCN2 5-methoxy-2,3-dihydro-1H-pyrrolo[3,2-b]pyridine